(E)-1-ethyl-3,3-dimethyl-indole iridium (III) [Ir+3].C(C)N1CC(C2=CC=CC=C12)(C)C